ClC1=C(C=CC=C1)S(=O)(=O)NC1=C(C(=C(C=C1)OC1=NC=CC=C1C1=NC(=NC=C1)N[C@@H]1CNCCC1)F)F (S)-2-chloro-N-(2,3-difluoro-4-((3-(2-(piperidin-3-ylamino)pyrimidin-4-yl)pyridin-2-yl)oxy)phenyl)benzenesulfonamide